tert-butyl peroxypivalate tert-amyl-peroxypivalate C(C)(C)(CC)CC(C(=O)OO)(C)C.C(C(C)(C)C)(=O)OOC(C)(C)C